BrC(C(=O)O)[C@@H](CC)C (3R)-2-bromo-3-methyl-valeric acid